NC1=C(C=C(C=C1)Br)C(=O)C1=NC=CC=C1 (2-amino-5-bromophenyl)-(pyridin-2-yl)-methanone